[3,5-difluoro-4-[5-methyl-3-(trifluoromethyl)pyrazol-1-yl]phenyl]methanol FC=1C=C(C=C(C1N1N=C(C=C1C)C(F)(F)F)F)CO